(1R)-1-(6-methoxypyridin-3-yl)ethan-1-amine hydrochloride Cl.COC1=CC=C(C=N1)[C@@H](C)N